benzotriazole-1-acetic acid N1(N=NC2=C1C=CC=C2)CC(=O)O